Racemic-1-(1-(1-(1H-1,2,3-triazol-1-yl)isoquinolin-4-yl)ethyl)-3-(3-chloro-4-fluorophenyl)-1-methylurea N1(N=NC=C1)C1=NC=C(C2=CC=CC=C12)[C@@H](C)N(C(=O)NC1=CC(=C(C=C1)F)Cl)C |r|